[4-fluoro-3-(3-methoxy-5-trifluoromethyl-benzoylamino)phenyl]carbamic acid t-butyl ester C(C)(C)(C)OC(NC1=CC(=C(C=C1)F)NC(C1=CC(=CC(=C1)C(F)(F)F)OC)=O)=O